NCCNC(C)[Si](OCCC)(OCCC)OCCC N-(2-aminoethyl)-1-aminoethyl-tripropoxysilane